C(C)(C)C1CNC(N1C=1C=C(C2=C(N=C(N=C2)SC)N1)C#C[Si](C(C)C)(C(C)C)C(C)C)=O 5-isopropyl-1-[2-(methylsulfanyl)-5-[2-(triisopropylsilyl)ethynyl]pyrido[2,3-d]pyrimidin-7-yl]imidazolidin-2-one